N1(CCC1)C(COC=1C=C(C=CC1OC1=CC=CC=C1)N1C(N(C(NC1=O)=O)C1=CC(=CC=C1)C)=O)=O 1-{3-[2-(azetidin-1-yl)-2-oxoethoxy]-4-phenoxyphenyl}-3-(3-methylphenyl)-1,3,5-triazinane-2,4,6-trione